C1(=CC=CC=C1)C=1C(C(C=CC1)(CC1=CC=CC=C1)C(=O)C1(C(C(=CC=C1)C1=CC=CC=C1)C)CC1=CC=CC=C1)C phenyl-methyl-1-phenylmethyl-phenylketone